Bicyclo[2.2.1]hept-5-en-2,3-dicarboximid C12C3C(C(C=C1)C2)C(NC3=O)=O